COCCOC1=NC=C(C=C1C=1C=C(C(=NC1)C)C(=O)O)C(NC1=CC=C(C=C1)OCCC1=CC=CC=C1)=O 5-[2-(2-methoxyethoxy)-5-[[4-(2-phenylethoxy)phenyl]carbamoyl]-3-pyridyl]-2-methyl-pyridine-3-carboxylic acid